Bisphenol a bis(chloroformate) ClC(=O)O.ClC(=O)O.OC1=CC=C(C=C1)C(C)(C)C1=CC=C(C=C1)O